bromo-[1,1'-biphenyl]-4-sulfonyl chloride BrC1=C(C=CC(=C1)S(=O)(=O)Cl)C1=CC=CC=C1